C1(=CC=CC=C1)C=CC(=O)C1=CC=C(C=C1)OC 3-(Phenyl)-1-(4-methoxyphenyl)prop-2-en-1-one